2,5-dipyridyl-3-methyl-4-acetylpyrrole N1=C(C=CC=C1)C=1NC(=C(C1C)C(C)=O)C1=NC=CC=C1